1-methyl-1,8-naphthyridin-4-one CN1C=CC(C2=CC=CN=C12)=O